1-octyl-imidazole chloride salt [Cl-].C(CCCCCCC)N1C=NC=C1